CC1=CC(OC2=C3C(=CC=C12)OC(=C3C3=CC=CC=C3)C(OC(CCC(=O)O)=O)C3=CC=CC=C3)=O 4-((4-methyl-2-oxo-9-phenyl-2H-furo[2,3-h]chromen-8-yl)(phenyl)methoxy)-4-oxobutanoic acid